2-bromo-N-(2-hydroxy-1,1-dimethyl-ethyl)-5-nitro-benzenesulfonamide BrC1=C(C=C(C=C1)[N+](=O)[O-])S(=O)(=O)NC(CO)(C)C